(3-methyl-4-hydroxyphenyl)(2-ethylimidazo[1,2-a]pyridine-3-yl)methanone CC=1C=C(C=CC1O)C(=O)C1=C(N=C2N1C=CC=C2)CC